dimethylisopropoxygallium C[Ga](OC(C)C)C